4-(2-(4-(5-chloro-2-(4-(trifluoromethyl)-1H-1,2,3-triazol-1-yl)phenyl)-5-methoxy-2-oxo-pyridin-1(2H)-yl)-2-fluoroacetamido)-2-fluorobenzamide ClC=1C=CC(=C(C1)C1=CC(N(C=C1OC)C(C(=O)NC1=CC(=C(C(=O)N)C=C1)F)F)=O)N1N=NC(=C1)C(F)(F)F